(3-(cyclopropanecarboxamidomethyl)-4-fluorophenyl)(5-(3,5-dichloro-4-fluorophenyl)-5-(trifluoromethyl)-4,5-dihydro-isoxazol-3-yl)carbamic acid ethyl ester C(C)OC(N(C1=NOC(C1)(C(F)(F)F)C1=CC(=C(C(=C1)Cl)F)Cl)C1=CC(=C(C=C1)F)CNC(=O)C1CC1)=O